N-(4-chlorophenyl)-N-methyl-4-(p-tolyl)pyrimidine-2-carboxamide ClC1=CC=C(C=C1)N(C(=O)C1=NC=CC(=N1)C1=CC=C(C=C1)C)C